4-methyl-5-thiazolecarboxylic acid CC=1N=CSC1C(=O)O